Cl.CN1N=C(C2=CC=CC(=C12)N1CCC(CC1)CC1CCNCC1)C1C(NC(CC1)=O)=O 3-(1-methyl-7-(4-(piperidin-4-ylmethyl)piperidin-1-yl)-1H-indazol-3-yl)piperidine-2,6-dione hydrochloride